Cl.C1(CC1)N1C=C(C(C2=CC(=C(C=C12)N1CCC(CC1)O)F)=O)CN(CC1=CC(=NC=C1)C)[C@@H]1CN(CCC1)C=1C=NC(=CC1)C 1-cyclopropyl-6-fluoro-7-(4-hydroxypiperidin-1-yl)-3-({[(3S)-1-(6-methylpyridin-3-yl)piperidin-3-yl][(2-methylpyridin-4-yl)methyl]amino}methyl)-1,4-dihydroquinolin-4-one hydrochloride